1,1-diethyl-3-[[4-[5-[trifluoromethyl]-1,2,4-oxadiazol-3-yl]phenyl]methyl]urea C(C)N(C(=O)NCC1=CC=C(C=C1)C1=NOC(=N1)C(F)(F)F)CC